FC=1C=C2C(=CNC2=CC1)CCNC1CCC1 N-(2-(5-fluoro-1H-indol-3-yl)ethyl)cyclobutanamine